tert-Butyl (3-cyano-7-fluoro-4-(5-fluoro-3-((S)-3-(isobutyl(methyl)amino)pyrrolidin-1-yl)-7,9-dihydrofuro[3,4-f]quinazolin-6-yl)thieno[3,2-c]pyridin-2-yl)carbamate C(#N)C1=C(SC2=C1C(=NC=C2F)C=2C1=C(C=3C=NC(=NC3C2F)N2C[C@H](CC2)N(C)CC(C)C)COC1)NC(OC(C)(C)C)=O